CC1=C(SC=C1)C(=O)N1CCC(CC1)N1CC(C1)(N1N=CC(=C1)C=1C2=C(N=CN1)NC=C2)CC#N {1-{1-[(3-methyl-2-thienyl)carbonyl]piperidin-4-yl}-3-[4-(7H-pyrrolo[2,3-d]pyrimidin-4-yl)-1H-pyrazol-1-yl]azetidin-3-yl}acetonitrile